C(C)OC(C(C)(C)OC1=CC=C(C=C1)C(C)N1[C@@H](CN([C@H](C1)CC)C=1C2=C(N(C(N1)=O)C)C=CC(=N2)Cl)CC)=O 2-(4-(1-((2R,5S)-4-(6-chloro-1-methyl-2-oxo-1,2-dihydropyrido[3,2-d]pyrimidin-4-yl)-2,5-diethylpiperazin-1-yl)ethyl)phenoxy)-2-methylpropanoic acid ethyl ester